ClC=1C(=C(C=CC1)N(C1N(C(=NC(=N1)N)N)C(C)C)C(C)C)C N-(3-Chloro-2-methylphenyl)-N1,N2-diisopropyl-[1,3,5]triazine-2,4,6-triamine